C1=NC=C(C2=CC=CC=C12)N1C(N(C[C@H]1C#N)CC(C)(C)C)=O (S)-3-(isoquinolin-4-yl)-1-neopentyl-2-oxoimidazoline-4-carbonitrile